3-((6-amino-2-azaspiro[3.3]heptan-2-yl)methyl)-5-(3,5-dimethylisoxazol-4-yl)phenol trifluoroacetate salt FC(C(=O)O)(F)F.NC1CC2(CN(C2)CC=2C=C(C=C(C2)C=2C(=NOC2C)C)O)C1